acetyl-choline C(C)(=O)OCC[N+](C)(C)C